5-(3-((4'-chloro-[1,1'-biphenyl]-2-yl)methyl)-3,8-diazabicyclo[3.2.1]octan-8-yl)-2-(2,6-dioxopiperidin-3-yl)isoindoline-1,3-dione ClC1=CC=C(C=C1)C1=C(C=CC=C1)CN1CC2CCC(C1)N2C=2C=C1C(N(C(C1=CC2)=O)C2C(NC(CC2)=O)=O)=O